5-(4-benzyloxyphenyl)-3-(2-cyanoethyl)-(3H)-1,3,4-oxadiazol-2-one C(C1=CC=CC=C1)OC1=CC=C(C=C1)C1=NN(C(O1)=O)CCC#N